[(1R,5S,6S)-6-(5,5-dimethyl-4,5-dihydro-1,2-oxazol-3-yl)-3-azabicyclo[3.1.0]hex-3-yl]{1-[(1S)-1-(tetrahydro-2H-pyran-4-yl)ethyl]-1H-imidazol-4-yl}methanone CC1(CC(=NO1)C1[C@H]2CN(C[C@@H]12)C(=O)C=1N=CN(C1)[C@@H](C)C1CCOCC1)C